C1=CC=C(C=C1)C(=O)NC2=CC=C(C=C2)I N-(4-iodophenyl)benzamide